6-benzhydryl-4-bromoaniline C(C1=CC=CC=C1)(C1=CC=CC=C1)C1=CC(=CC=C1N)Br